potassium tetrafluorocobalt (III) F[Co-](F)(F)F.[K+]